Nitro-D-arginine [N+](=O)([O-])N[C@H](CCCNC(N)=N)C(=O)O